N1(N=NC=C1)C1=CC=C(C=N1)CN1C(C(N(CC1)C12CC(C1)(C2)F)=O)=O 1-((6-(1H-1,2,3-triazol-1-yl)pyridin-3-yl)methyl)-4-(3-fluorobicyclo[1.1.1]pentan-1-yl)piperazine-2,3-dione